N-((4,4-difluoropiperidin-3-yl)methyl)methanesulfonamide FC1(C(CNCC1)CNS(=O)(=O)C)F